COCCOCCOCCO 2-[2-(2-methoxy-ethoxy)-ethoxy]-ethanol